C12CCCCC2NC1 7-azabicyclo[4.2.0]octane